OCCCNC(OC1CCC(CC1)C(N(C1=NC=CC(=C1)C=1C=NN(C1)C(CC)(CC)C)CC12CCC(CC1)(CC2)C2=CC(=C(C=C2)OC)C)=O)=O 4-(((4-(4-Methoxy-3-methylphenyl)bicyclo[2.2.2]octan-1-yl)methyl)(4-(1-(3-methylpentan-3-yl)-1H-pyrazol-4-yl)pyridin-2-yl)carbamoyl)cyclohexyl trans-(3-hydroxypropyl)carbamate